non-8-yn-1-ylmethanesulfonate C(CCCCCCC#C)CS(=O)(=O)[O-]